C(N)(=O)C1=CC=C(C=C1)NC(C1=CN=CC=C1)=O N-(4-carbamoylphenyl)nicotinamide